(2R)-2-[[(2R)-2-[[(2R)-2-(tert-Butoxycarbonylamino)-3-phenyl-propionyl]amino]-4-methyl-pentanoyl]amino]hexanoic acid C(C)(C)(C)OC(=O)N[C@@H](C(=O)N[C@@H](C(=O)N[C@@H](C(=O)O)CCCC)CC(C)C)CC1=CC=CC=C1